(2S,3R,4R,5S)-2-(hydroxymethyl)-1-phenylethylpiperidine-3,4,5-triol OCCC(C1=CC=CC=C1)N1C[C@H](C([C@H](C1)O)O)O